3-(N-2-aminoethylamino)propyltrimethoxysilane methyl-5-bromo-2-(bromomethyl)-3-fluorobenzoate COC(C1=C(C(=CC(=C1)Br)F)CBr)=O.NCCNCCC[Si](OC)(OC)OC